6-thia-3,5,12,19-tetrazatricyclo[12.3.1.14,8]nonadeca-1(18),2,4(19),5,7,14,16-heptaen-13-one C1=2C=NC=3N=SC=C(CCCNC(C(=CC=C1)C2)=O)N3